[NH-]S([NH3+])(=O)=O (diazathian-3-ium-1-ide) 2,2-dioxide